tert-Butyl 3-[[1-[2-[4-[2-(2,6-dioxo-3-piperidyl)-1,3-dioxo-isoindolin-5-yl]piperazin-1-yl]ethyl]-4-piperidyl]oxy]azetidine-1-carboxylate O=C1NC(CCC1N1C(C2=CC=C(C=C2C1=O)N1CCN(CC1)CCN1CCC(CC1)OC1CN(C1)C(=O)OC(C)(C)C)=O)=O